C(C)(C)(C)C1=CC(=NO1)C1=CC=C(N)C=C1 4-(5-(tert-butyl)isoxazol-3-yl)aniline